tert-butyl (R)-4-((S)-(4-bromothiazol-2-yl)((2-(methoxycarbonyl)thiazol-4-yl)methoxy)methyl)-2,2-dimethyloxazolidine-3-carboxylate BrC=1N=C(SC1)[C@H]([C@@H]1N(C(OC1)(C)C)C(=O)OC(C)(C)C)OCC=1N=C(SC1)C(=O)OC